6-methyl-N-(3-phenylpropyl)-2-(1H-pyrazol-4-yl)thieno[2,3-d]pyrimidin-4-amine CC1=CC2=C(N=C(N=C2NCCCC2=CC=CC=C2)C=2C=NNC2)S1